(S)-2-(2,2-dimethyl-5-oxo-1,3-dioxolan-4-yl)acetaldehyde CC1(OC([C@@H](O1)CC=O)=O)C